tert-butyl N-tert-butoxycarbonyl-N-[5-[3-hydroxycyclopentyl]pyrazin-2-yl]carbamate C(C)(C)(C)OC(=O)N(C(OC(C)(C)C)=O)C1=NC=C(N=C1)C1CC(CC1)O